C1(C=CC2=CC=CC3=CC=CC1=C23)C=O phenalenaldehyde